C1(CCCCCC1)[C@H](NC(=O)C1=NON=C1C)C=1N=C2N(N=CC(=C2)[C@@H](COC)N2C(=N[C@@H](C2)C(F)(F)F)O)C1 N-((S)-cycloheptyl(7-((S)-2-methoxy-1-((S)-2-oxyl-4-(trifluoromethyl)imidazolin-1-yl)ethyl)imidazo[1,2-b]pyridazin-2-yl)methyl)-4-methyl-1,2,5-oxadiazole-3-carboxamide